FC(C(C1=CC(=NO1)C1=CC=C(C=C1)C)(F)F)(C(F)(F)F)F 5-(heptafluoropropyl)-3-(4-methylphenyl)isoxazole